8-chloro-1-(2,6-dichlorophenyl)-5-((2,2-dimethyl-1,3-dioxolan-4-yl)methoxy)-4-oxo-1,4-dihydro-1,6-naphthyridine-2-carbaldehyde ClC=1C=NC(=C2C(C=C(N(C12)C1=C(C=CC=C1Cl)Cl)C=O)=O)OCC1OC(OC1)(C)C